COC=1C=C(C=CC1)C1=CC(=NC=N1)N(C1=CC=CC=C1)C1=CC=CC=C1 6-(3-methoxyphenyl)-N,N-diphenylpyrimidin-4-amine